5-methoxy-2,2-dimethyl-N-(3-methyl-1-(2-(pyridin-4-yl)ethyl)-1H-indazol-6-yl)-2H-chromen-6-carboxamide COC1=C2C=CC(OC2=CC=C1C(=O)NC1=CC=C2C(=NN(C2=C1)CCC1=CC=NC=C1)C)(C)C